O1C(=CC=C1)C1=CC2=C(C(=NO2)NS(=O)(=O)C2=C(C=CC=C2)OC)C2=C1CCO2 N-(4-(furan-2-yl)-2,3-dihydrobenzofuro[7,6-d]isoxazol-8-yl)-2-methoxybenzenesulfonamide